C=1CCC2=CC=CC=3C4=CC=CC=C4C1C23 2,3-Dihydrofluoranthene